ClC1=C(C=CC=C1)CC(=O)NC1=CC(=C(C=C1)COC1=NN(C=C1)C(F)F)S(N)(=O)=O 2-(2-chlorophenyl)-N-(4-(((1-(difluoromethyl)-1H-pyrazol-3-yl)oxy)methyl)-3-sulfamoylphenyl)acetamide